OC1=C(C=CC=C1OC)C1/C(/COC1)=C/C1=CC(=C(C=C1)OC)O (Z)-4-(2-hydroxy-3-methoxyphenyl)-3-(3-hydroxy-4-methoxybenzylidene)dihydrofuran